C[C@@H]1C[C@H](CC1)C TRANS-1,3-DIMETHYLCYCLOPENTANE